2-{[4-({2-[(4-cyano-2-fluorophenoxy)methyl]pyrimidin-4-yl}oxy)piperidin-1-yl]methyl}-1-{[1-(cyanomethyl)cyclopropyl]methyl}-4-fluoro-1H-1,3-benzodiazole-6-carboxylic acid C(#N)C1=CC(=C(OCC2=NC=CC(=N2)OC2CCN(CC2)CC2=NC3=C(N2CC2(CC2)CC#N)C=C(C=C3F)C(=O)O)C=C1)F